C(C1=CC=CC=C1)SC=1C=C(C=2N(C1)C(=NC2)C(=O)OCC)Cl Ethyl 6-(benzylthio)-8-chloroimidazo[1,5-a]pyridine-3-carboxylate